C(C)N(C1=C(C(=NC=N1)NCC1(C(CN(CC1)CC(=O)N)O)O)F)CC1=CC=C(C=C1)C(C(F)(F)F)(C(F)(F)F)O 2-(4-(((6-(ethyl(4-(1,1,1,3,3,3-hexafluoro-2-hydroxypropan-2-yl)benzyl)amino)-5-fluoropyrimidin-4-yl)amino)methyl)-3,4-dihydroxypiperidin-1-yl)acetamide